C(C)(C)(C)OC(C(OS(=O)(=O)C1=CC=C(C)C=C1)C1=CC=CC=C1)=O tertiary butylphenyl-α-(p-toluenesulfonyloxy)-acetate